trans-4-(2-(4-chlorophenoxy)acetamido)-N-(6-chloroquinolin-2-yl)cyclohexane-1-carboxamide ClC1=CC=C(OCC(=O)N[C@@H]2CC[C@H](CC2)C(=O)NC2=NC3=CC=C(C=C3C=C2)Cl)C=C1